O(C=1C(C(=C(N(C1)CCCCCCCCCCCCCCCC)C=O)O)=O)C=1C(C(=C(N(C1)CCCCCCCCCCCCCCCC)C=O)O)=O 5,5'-oxybis(N-hexadecyl-2-formyl-3-hydroxypyridin-4-one)